AzaLeucine CN(C)CC(C(=O)O)N